4-[2-(7-Amino-2-azaspiro[3.3]heptan-2-yl)ethyl]-N-[4-[4-[6-chloro-4-(trifluoromethyl)-2-pyridyl]piperazin-1-yl]sulfonylphenyl]benzamide NC1CCC12CN(C2)CCC2=CC=C(C(=O)NC1=CC=C(C=C1)S(=O)(=O)N1CCN(CC1)C1=NC(=CC(=C1)C(F)(F)F)Cl)C=C2